5-ethyl-6-fluoronaphthalen-2-yl-bicyclo[2.2.2]octane-1-carboxylic acid C(C)C1=C2C=CC(=CC2=CC=C1F)C1C2(CCC(C1)CC2)C(=O)O